1-(4-((5-ethyl-1H-pyrazol-3-yl)amino)-6-methoxy-7-(3-(pyrrolidin-1-yl)propoxy)quinazolin-2-yl)-3-methylurea C(C)C1=CC(=NN1)NC1=NC(=NC2=CC(=C(C=C12)OC)OCCCN1CCCC1)NC(=O)NC